1-[(2,4-dichlorophenyl)methyl]-1-(1-methylpiperidin-4-yl)-3-{[4-(2-methylpropyloxy)phenyl]methyl}urea ClC1=C(C=CC(=C1)Cl)CN(C(=O)NCC1=CC=C(C=C1)OCC(C)C)C1CCN(CC1)C